8-(2-(pyridin-4-yl)pyrido[3,4-d]pyrimidin-4-yl)-2,8-diazaspiro[4.5]decan-4-ol N1=CC=C(C=C1)C=1N=C(C2=C(N1)C=NC=C2)N2CCC1(C(CNC1)O)CC2